1,2,3,3a,3b,4,5,5a,6,7,10,10a,10b,11,12,12a-hexadecahydrocyclopenta[5,6]naphtho[1,2-f]indazole-4,5-diol C1CCC2C3C(C(C4C(CC=5C=NNC5C4)C3CCC21)O)O